FC=1C(=NC(=NC1)NC=1C=NC(=CC1)OCCNC)C1=CNC2=C(C=CC=C12)NC([C@@H](COC)N1CCN(CC1)C)=O (R)-N-(3-(5-fluoro-2-((6-(2-(methylamino)ethoxy)pyridin-3-yl)amino)pyrimidin-4-yl)-1H-indol-7-yl)-3-methoxy-2-(4-methylpiperazin-1-yl)propanamide